tert-butyl 4-bromo-7-[5-[[(2R*,4S*)-1-tert-butoxycarbonyl-2-methyl-4-piperidyl]oxy]thiazolo[5,4-d]thiazol-2-yl]pyrrolo[2,3-c]pyridine-1-carboxylate BrC1=C2C(=C(N=C1)C=1SC=3N=C(SC3N1)O[C@@H]1C[C@H](N(CC1)C(=O)OC(C)(C)C)C)N(C=C2)C(=O)OC(C)(C)C |o1:16,18|